C(CCC)C=1NC2=C(C=NC=3C=CC=CC23)N1 2-n-butyl-1H-imidazo[4,5-c]quinoline